ethyl 2-(3-{2,6-diazaspiro[3.3]heptan-2-yl}-1,2,4-triazol-1-yl)-3-methylbutanoate C1N(CC12CNC2)C2=NN(C=N2)C(C(=O)OCC)C(C)C